COC(=O)C=1C(=CC=CC1)C1=CC(=CC(=C1)CC1=NC=CC=N1)C=1C(=CC=CC1)C(=O)OC 5'-(pyrimidin-2-ylmethyl)-[1,1':3',1''-terphenyl]-2,2''-dicarboxylic acid dimethyl ester